CC=1C=CC=C2C=C3N(C12)C=1C=CC=CC1C3=O 4-methyl-10H-indolo[1,2-a]indol-10-one